[O-2].[O-2].[O-2].[Al+3].[Gd+3] gadolinium mono-aluminium trioxide